ClC1=NC=C(C(=N1)NC1=C(C(=CC(=C1)C)C)P(C)(C)=O)Cl (2-((2,5-dichloropyrimidin-4-yl)amino)-4,6-dimethylphenyl)dimethylphosphine oxide